C1(CCC1)CN(C1CCC(CC1)N(C1=C(C(N(C=2C=CC(=NC12)C#N)C)=O)C#N)C)C1=CC=C(C=C1)F 8-((4-((cyclobutylmethyl)(4-fluorophenyl)amino)cyclohexyl)(methyl)amino)-5-methyl-6-oxo-5,6-dihydro-1,5-naphthyridine-2,7-dicarbonitrile